FC(CN1CCN(CC1)C=1C=NC(=NC1)NC1CCC(CC1)OC1=C2C=C(C=NC2=CC(=N1)N1CCOCC1)N(S(=O)(=O)C)C(C)C=1N(C(=NC1)[N+](=O)[O-])C)F N-[5-[4-[[5-[4-(2,2-difluoroethyl)piperazin-1-yl]pyrimidin-2-yl]amino]cyclohexoxy]-7-morpholino-1,6-naphthyridin-3-yl]-N-[1-(3-methyl-2-nitro-imidazol-4-yl)ethyl]methanesulfonamide